C(C)(C)(C)C1=CC=C(C=C1)C1=CC=C(C=C1)NC1=C(C=CC=C1)C 4'-(tert-butyl)-N-(o-tolyl)-[1,1'-biphenyl]-4-amine